3-Methyl-4-octanolactone CC1CC(=O)OC1CCCC